(Z)-tert-butyl 4-((4-amino-7-(1-amino-1-(hydroxyimino)propan-2-yl)-5-(4-phenoxyphenyl)-7H-pyrrolo[2,3-d]pyrimidin-6-yl)ethynyl)piperidine-1-carboxylate NC=1C2=C(N=CN1)N(C(=C2C2=CC=C(C=C2)OC2=CC=CC=C2)C#CC2CCN(CC2)C(=O)OC(C)(C)C)C(/C(=N/O)/N)C